FC=1C=C(C=CC1OC1=CC=NC2=CC(=C(C=C12)OC)OCCN1CC(CCC1)=O)NC(=O)C1=C2C(=CN(C1=O)C1=CC=C(C=C1)F)CCO2 N-(3-fluoro-4-((6-methoxy-7-(2-(3-oxopiperidin-1-yl)ethoxy)quinolin-4-yl)oxy)phenyl)-5-(4-fluorophenyl)-6-oxo-2,3,5,6-tetrahydrofuro[3,2-c]pyridine-7-carboxamide